2-(3'-tert-butyl-2'-octyloxyphenyl)benzotriazole C(C)(C)(C)C=1C(=C(C=CC1)N1N=C2C(=N1)C=CC=C2)OCCCCCCCC